C[SiH](O[Si](O[SiH](C)C)(O[SiH](C)C)C)C 3-[(dimethylsilyl)oxy]-1,1,3,5,5-pentamethyltrisiloxane